(2-(dimethylamino)ethyl)-4-((2-methoxy-3-(1-methyl-1H-1,2,4-triazol-3-yl)phenyl)amino)-2-(pyridin-2-ylamino)pyrimidine-5-carboxamide CN(CCC1=C(C(=NC(=N1)NC1=NC=CC=C1)NC1=C(C(=CC=C1)C1=NN(C=N1)C)OC)C(=O)N)C